2-bromo-5H-cyclopenta[2,1-b:3,4-b']dipyridin-5-one BrC1=CC=C2C(=N1)C1=NC=CC=C1C2=O